C(=O)O.ClC=1C=C(C=CC1)[C@@H]1[C@H](C1)C(=O)NC1=NC=CC(=C1)NCC=1N=C2N(C=C(C=C2C2(CNC2)F)C2CC2)C1 (1S,2S)-2-(3-chlorophenyl)-N-(4-(((6-cyclopropyl-8-(3-fluoroazetidin-3-yl)imidazo[1,2-a]pyridin-2-yl)methyl)amino)pyridin-2-yl)cyclopropane-1-carboxamide, formic acid salt